C(C)(C)(C)C(C(=O)C1=CC=CC=C1)O tert-butyl-2-hydroxy-acetophenone